5-iodo-uridine-5'-triphosphate P(O)(=O)(OP(=O)(O)OP(=O)(O)O)OC[C@@H]1[C@H]([C@H]([C@@H](O1)N1C(=O)NC(=O)C(=C1)I)O)O